8-ethoxy-6-(4-fluorophenyl)-N-[(6-methylpyridazin-3-yl)methyl]quinazolin-4-amine C(C)OC=1C=C(C=C2C(=NC=NC12)NCC=1N=NC(=CC1)C)C1=CC=C(C=C1)F